2-methyl-6-(2,3,5,6-tetrafluoro-4'-(methylsulfonyl)-[1,1'-biphenyl]-4-yl)-1H-benzo[d]imidazole-4-carboxylic acid methyl ester COC(=O)C1=CC(=CC=2NC(=NC21)C)C2=C(C(=C(C(=C2F)F)C2=CC=C(C=C2)S(=O)(=O)C)F)F